C1=CC(=NC=C1Cl)N(S(=O)(=O)C(F)(F)F)S(=O)(=O)C(F)(F)F 2-[N,N-Bis(trifluoromethanesulfonyl)amino]-5-chloropyridine